2-methoxy-5-methylpyridin-4-amine COC1=NC=C(C(=C1)N)C